tert-butyl 6-chloro-3-(3-((3-methoxynaphthalen-1-yl)oxy)propyl)-1-(2-(piperazin-1-yl)ethyl)-7-(1,3,5-trimethyl-1H-pyrazol-4-yl)-1H-indole-2-carboxylate ClC1=CC=C2C(=C(N(C2=C1C=1C(=NN(C1C)C)C)CCN1CCNCC1)C(=O)OC(C)(C)C)CCCOC1=CC(=CC2=CC=CC=C12)OC